ClC1=CC=C(C=C1)C1=NC(=NC(=C1)C1=CC=C(C=C1)Cl)C=1C2=CC=CC=C2C(=C2C=CC=CC12)C1=CC=CC=C1 4,6-bis-(4-chloro-phenyl)-2-(10-phenyl-anthracene-9-yl)-pyrimidine